C[C@@]12[C@@H](CC[C@H]1[C@@H]1CCC=3C=C(C=CC3[C@H]1CC2)O)O Estra-1,3,5(10)-triene-3,17α-diol